C(C)(C)(C)OC(=O)NCCCCCCN1C(=CC2=CC=C(C=C12)C=1C(=NC=CC1)C(=O)OC(C)(C)C)C1=NC2=C(N1C)C(=CC(=C2)C(=O)OC)OC methyl 2-(1-(6-((tert-butoxycarbonyl)amino)hexyl)-6-(2-(tert-butoxycarbonyl)pyridin-3-yl)-1H-indol-2-yl)-7-methoxy-1-methyl-1H-benzo[d]imidazole-5-carboxylate